C1(C(CCCC1)C(=O)OCC=C)C(=O)OCC=C bis(2-propenyl) 1,2-cyclohexanedicarboxylate